7-isopropyl-1H,3H-imidazo[4,3-f][1,2,4]triazine-2,4-dione C(C)(C)C1=NC=C2C(NC(NN21)=O)=O